4-methyl-5-[4-(3-trifluoromethyl-benzyl)-piperazin-1-yl]-benzofuran-2-carboxylic acid CC1=C(C=CC2=C1C=C(O2)C(=O)O)N2CCN(CC2)CC2=CC(=CC=C2)C(F)(F)F